α-methyltoluene CCC1=CC=CC=C1